glutamyl-S-propenyl-cysteine N[C@@H](CCC(=O)O)C(=O)N[C@@H](CSC=CC)C(=O)O